O=C(OC(C=O)=O)NCCCNCCCOCCNCCCCC(=O)[O-] trioxo-3,13-dioxa-5,9,16-triazahenicosan-21-oate